FC1(OC2=C(O1)C=CC(=C2)N(C(=O)C=2C=C(C=CC2)N2N=C(C=1CCC[C@H](C21)OC2=NC=CC(=C2)C(=O)O)C(F)(F)F)C)F |o1:26| (R) or (S)-2-[[1-[3-[(2,2-difluoro-1,3-benzodioxol-5-yl)-methylcarbamoyl]phenyl]-3-(trifluoromethyl)-4,5,6,7-tetrahydroindazol-7-yl]oxy]pyridine-4-carboxylic acid